4-(5-Cyano-2-methoxyphenyl)-6-methyl-N-(5-(N-(2,2,2-trifluoroethyl)sulfamoyl)-5,6-dihydro-4H-pyrrolo[3,4-d]thiazol-2-yl)nicotinamide C(#N)C=1C=CC(=C(C1)C1=CC(=NC=C1C(=O)NC=1SC2=C(N1)CN(C2)S(NCC(F)(F)F)(=O)=O)C)OC